O=C1N(CCC(N1)=O)C=1C=C(C=CC1)C#CCCNC(OC(C)(C)C)=O tert-butyl (4-(3-(2,4-dioxotetrahydropyrimidin-1(2H)-yl)phenyl)but-3-yn-1-yl)carbamate